C(C=CC)(=O)O.OC=1C=C(C[C@H](N)C(=O)O)C=CC1O 3,4-dihydroxyphenylalanine butenoate